2-[(1Z)-1-{[4-(2,4-difluorophenoxy)phenyl]methylidene}-5-fluoro-2-methyl-1H-inden-3-yl]acetic acid FC1=C(OC2=CC=C(C=C2)\C=C/2\C(=C(C3=CC(=CC=C23)F)CC(=O)O)C)C=CC(=C1)F